C(C1=CC=CC=C1)OC=1C(C(=CN2N3[C@@H](C[C@H]([C@@H](N(C(C21)=O)C3)C)O)C)C(=O)NCC3=C(C=C(C=C3F)F)F)=O (1S,2R,4R,5S)-8-(benzyloxy)-4-hydroxy-2,5-dimethyl-7,9-dioxo-N-(2,4,6-trifluorobenzyl)-2,3,4,5,7,9-hexahydro-1,6-methanopyrido[1,2-b][1,2,5]triazonine-10-carboxamide